COC(C1=CC(=C(C=C1)C)CN)=O 3-(aminomethyl)-4-methylbenzoic acid methyl ester